Tri(tert-butyl)ammonium tetrakis(perfluoronaphthyl)borate vinyl-acetate (ethyl-acetate) C(C)CC(=O)[O-].C(=C)CC(=O)[O-].FC1=C(C2=C(C(=C(C(=C2C(=C1F)F)F)F)F)F)[B-](C1=C(C(=C(C2=C(C(=C(C(=C12)F)F)F)F)F)F)F)(C1=C(C(=C(C2=C(C(=C(C(=C12)F)F)F)F)F)F)F)C1=C(C(=C(C2=C(C(=C(C(=C12)F)F)F)F)F)F)F.C(C)(C)(C)[NH+](C(C)(C)C)C(C)(C)C.C(C)(C)(C)[NH+](C(C)(C)C)C(C)(C)C.C(C)(C)(C)[NH+](C(C)(C)C)C(C)(C)C